N=1C=CN2C1C=CC(=C2)C2=CNC1=NC=C(N=C12)C=1C=C2CCN(CC2=C(C1)C)C(=O)OC(C)(C)C tert-butyl 6-(7-(imidazo[1,2-a]pyridin-6-yl)-5H-pyrrolo[2,3-b]pyrazin-2-yl)-8-methyl-3,4-dihydroisoquinoline-2(1H)-carboxylate